(S)-3-(3,5-difluorophenyl)-3-(3-(4-(5,6,7,8-tetrahydro-1,8-naphthyridin-2-yl)butyl)azetidin-1-yl)propionic acid FC=1C=C(C=C(C1)F)[C@H](CC(=O)O)N1CC(C1)CCCCC1=NC=2NCCCC2C=C1